P(=S)(SCCCCCC)(OCCCCCC)[O-].[Zn+2].C(CCCCC)SP(=S)(OCCCCCC)[O-] zinc di(hexyl) dithiophosphate